C1(=CC=CC=C1)C1=C(C(=CC=C1N)C1=CC=CC=C1)N phenylbiphenyl-2,4-diamine